CC(C)C1=C(C(=CC(=C1)C1=C(C=CC=C1)OC(F)(F)F)C(C)C)CC(=O)NS(=O)(=O)C1=CC=C(C=C1)CN(C)C 2-[2,6-bis(propan-2-yl)-4-[2-(trifluoromethoxy)phenyl]phenyl]-N-{4-[(dimethylamino)methyl]benzenesulfonyl}acetamide